tertbutyl disulfide C(C)(C)(C)SSC(C)(C)C